C(CCC)C1(NS(C2=C(N(C1)C1=CC=CC=C1)C=C(C(=C2)OCC(=O)O)C)(=O)=O)CCCC 2-((3,3-dibutyl-7-methyl-5-phenyl-1,1-dioxido-2,3,4,5-tetrahydro-1,2,5-benzothiadiazepin-8-yl)oxy)acetic acid